4-fluoro-2,2-dimethyl-pyrrolidine-1-carbonitrile FC1CC(N(C1)C#N)(C)C